ClC1(OCCC1)C chloro-2-methyltetrahydrofuran